(S)-2-((((9H-fluoren-9-yl)methoxy)carbonyl)amino)-3-(5-chloro-2-(methoxymethyl)phenyl)propanoic acid C1=CC=CC=2C3=CC=CC=C3C(C12)COC(=O)N[C@H](C(=O)O)CC1=C(C=CC(=C1)Cl)COC